3-ethylbicyclo[3.2.0]hept-3-en-6-ylideneacetic acid tert-butyl ester C(C)(C)(C)OC(C=C1C2C=C(CC2C1)CC)=O